6-fluoro-2-methylpyrazolo[1,5-a]quinoxaline-4(5H)-one FC1=C2NC(C=3N(C2=CC=C1)N=C(C3)C)=O